OC(=O)C(F)(F)F.CN(C1CCC(CC1)C1=C(C(=C(C(=O)N)C=C1)C)NCC)C ((1r,4r)-4-(dimethylamino)cyclohexyl)(ethyl)amino-2-methylbenzamide TFA salt